CN1CCN(CC1)[C@@H]1C(=NN(C1)C(=O)N[C@H](C)C=1C=NC(=NC1)C(F)(F)F)C1=CC=C(C=C1)C (S)-4-(4-methylpiperazin-1-yl)-3-(4-methylphenyl)-N-((R)-1-(2-(trifluoromethyl)pyrimidin-5-yl)ethyl)-4,5-dihydro-1H-pyrazol-1-carboxamide